OC1=C(C=CC(=C1C)OCCCCCC)C1=NC(=NC(=N1)C1=C(C(=C(C=C1)OCCCCCC)C)O)C1=C(C(=C(C=C1)OCCCCCC)C)O 2,4,6-tris(2-hydroxy-3-methyl-4-n-hexyloxyphenyl)-1,3,5-triazine